(2-(dimethylamino)ethyl)-1-carbonyl-6-((tetrahydro-2H-pyran-4-yl)amino)isoindoline-5-carboxylic acid CN(CCN1C(C2=CC(=C(C=C2C1)C(=O)O)NC1CCOCC1)=C=O)C